3-pyrimidin-5-yl-1H-pyrrolo[2,3-b]pyridine N1=CN=CC(=C1)C1=CNC2=NC=CC=C21